2-bromo-4-methyl-6-(methylamino)benzaldehyde BrC1=C(C=O)C(=CC(=C1)C)NC